isocrotonolactone C1(C=CCO1)=O